NC[C@H]1N(CCC2=CC=CC(=C12)O[C@@H]1CN(CC1)C(=O)C1=CN=CS1)C(=O)[C@H]1[C@H](CCCC1)C(=O)NC (1s,2r)-2-((S)-1-(aminomethyl)-8-(((S)-1-(thiazole-5-carbonyl)pyrrolidin-3-yl)oxy)-1,2,3,4-tetrahydroisoquinoline-2-carbonyl)-N-methylcyclohexane-1-carboxamide